FC1=C(C=C(C(=C1)C)C1=C(C=C(C=C1C)F)CCCCC=C)[C@H](CC(=O)OCC)NC([C@@H](CC=C)O)=O Ethyl (3S)-3-(4,4'-difluoro-2'-(hex-5-en-1-yl)-6,6'-dimethyl-[1,1'-biphenyl]-3-yl)-3-((R)-2-hydroxypent-4-enamido)propanoate